benzothienobenzothiophene S1C=CC2=C1C1=C(C=C2)SC2=C1C=CC=C2